NC1=NC=C(C=2N=C(N=CC21)NC2CCC(CC2)O)C2=CC=C(C=C2)C (1R,4R)-4-((5-amino-8-(p-tolyl)pyrido[4,3-d]pyrimidin-2-yl)amino)cyclohexan-1-ol